1,3-Dimethoxytetramethyldisiloxan CO[Si](O[Si](OC)(C)C)(C)C